7-chloro-N-(4-((4-ethylpiperazin-1-yl)methyl)-3-(trifluoromethyl)phenyl)-1-methyl-6-(pyrazolo[1,5-a]pyrazin-3-yloxy)-1H-imidazo[4,5-b]pyridin-2-amine ClC1=C2C(=NC=C1OC=1C=NN3C1C=NC=C3)N=C(N2C)NC2=CC(=C(C=C2)CN2CCN(CC2)CC)C(F)(F)F